TRANS-1,2-DIFLUOROETHYLENE F\C=C\F